C(C)N1CCN(CC1)C1=C(C=C(C(=O)OC(C)(C)C)C=C1)NS(=O)(=O)CC1=CC=CC=C1 tert-butyl 4-(4-ethylpiperazin-1-yl)-3-((phenylmethyl)sulfonamido)benzoate